FC(OC1=C(C=CC=C1)C1=NC(=NO1)[C@@H]1CC12CCN(CC2)S(=O)(=O)N)(F)F (1R)-1-{5-[2-(Trifluoromethoxy)phenyl]-1,2,4-oxadiazol-3-yl}-6-azaspiro[2.5]octan-6-sulfonamid